7-thia-2-azaspiro[3.5]nonane-7,7-dioxide C1NCC12CCS(CC2)(=O)=O